C(C1=CC=CC=C1)SC(C(F)(F)F)(C(F)(F)F)F benzyl(perfluoropropan-2-yl)sulfane